C(#N)C=1C=C2COC3(CCN(CC3)C(=O)C=3C=C(C(=NC3)C)NC(C3=CN=C(C=C3)N3CCCC3)=O)C2=CC1 N-(5-(5-cyano-3H-spiro[isobenzofuran-1,4'-piperidin]-1'-ylcarbonyl)-2-methylpyridin-3-yl)-6-(pyrrolidin-1-yl)nicotinamide